(2S,3S,4S,5S,6S)-2-((S)-2-acetoxy-1-fluoroethyl)-6-((diphenoxyphosphoryl)oxy)tetrahydro-2H-pyran-3,4,5-triyl triacetate C(C)(=O)O[C@@H]1[C@H](O[C@H]([C@H]([C@H]1OC(C)=O)OC(C)=O)OP(=O)(OC1=CC=CC=C1)OC1=CC=CC=C1)[C@H](COC(C)=O)F